N-(4-Fluorophenyl)-1-[5-(oxetan-2-carbonyl)-5,6,7,8-tetrahydro-1,5-naphthyridin-2-yl]cyclobutan-1-carboxamid FC1=CC=C(C=C1)NC(=O)C1(CCC1)C1=NC=2CCCN(C2C=C1)C(=O)C1OCC1